C1=CC(=CC=C1C[C@@H](CN(CC(=O)O)CC(=O)O)N(CC(=O)O)CC(=O)O)NC(=O)CBr The molecule is a tetracarboxylic acid consisting of ethylenediaminetetraacetic acid having a 4-bromoacetamidobenzyl group at the C1-position and (S)-configuration. It has a role as a chelator.